C(CCCC(=O)[O-])(=O)[O-] trans-glutarate